C(C)N(S(=O)(=O)C1=CC=C(C=C1)S(=O)(=O)N1C[C@@H](CCC1)C(=O)OC1CCC1)CC Cyclobutyl (R)-1-((4-(N,N-diethylsulfamoyl)phenyl)sulfonyl)piperidine-3-carboxylate